BrC=1C=C(C=CC1)C1(CC(C1)C)C(=O)N(NC)C(=S)N 2-(1-(3-bromophenyl)-3-methylcyclobutanecarbonyl)-N-methylthiosemicarbazide